hexanedioic acid bis(2-ethylhexyl) ester C(C)C(COC(CCCCC(=O)OCC(CCCC)CC)=O)CCCC